COC1=C(C(=C(C=C1)N1CCOCC1)[N+](=O)[O-])[N+](=O)[O-] 4-(4-methoxy-2,3-dinitro-phenyl)morpholine